C(C)(=O)C=1C=C(C=CC1)NC(=O)C1=C(C2=C(CCC3=CN(N=C23)CC2=CC=C(C=C2)C)O1)C N-(3-acetylphenyl)-8-methyl-2-(4-methylbenzyl)-4,5-dihydro-2H-furo[2,3-g]indazole-7-carboxamide